C1(CC1)C([C@@H](C(=O)NC1=NC(=C(C=C1)C=1C(=NN(C1CC)COCC[Si](C)(C)C)C)F)NC(=O)C=1N(N=NC1)CC)C1CC1 N-[(1S)-1-(dicyclopropylmethyl)-2-[[5-[5-ethyl-3-methyl-1-(2-trimethylsilylethoxymethyl)pyrazol-4-yl]-6-fluoro-2-pyridyl]amino]-2-oxo-ethyl]-3-ethyl-triazole-4-carboxamide